C(C)(C)(C)OC(=O)N1C[C@H](OCC2(COC2)C1)C(=O)O (S)-9-(tert-butoxycarbonyl)-2,6-dioxa-9-azaspiro[3.6]decane-7-formic acid